ClC1=C(C(=O)O)C=C(C=C1)C=1C=NN(C1)C=1N(N=C(C1C(F)(F)F)OC)C 2-chloro-5-[1-[5-methoxy-2-methyl-4-(trifluoromethyl)pyrazol-3-yl]pyrazol-4-yl]benzoic acid